C3-amino-5-chloro-1-((2-(trimethylsilyl)ethoxy)methyl)-1H-pyrazolo[4,3-b]pyridine-7-carbaldehyde NC1=NN(C=2C1=NC(=CC2C=O)Cl)COCC[Si](C)(C)C